C(C)OC(COC1CN(C1)C1=CC(=C2C(=N1)C(=CS2)C(=O)NC)C(F)(F)F)OCC 5-(3-(2,2-diethoxyethoxy)azetidin-1-yl)-N-methyl-7-(trifluoromethyl)thieno[3,2-b]pyridine-3-carboxamide